4-[6-(3-hydroxypyrrolidin-1-yl)-2-{[1-(propan-2-yl)-1H-pyrazolo[4,3-c]pyridin-6-yl]amino}pyrimidin-4-yl]-N-(2-methoxyethyl)piperazine-1-carboxamide OC1CN(CC1)C1=CC(=NC(=N1)NC1=CC2=C(C=N1)C=NN2C(C)C)N2CCN(CC2)C(=O)NCCOC